2-(1-(4-amino-2-fluorophenyl)-4-((tert-butoxycarbonyl)amino)piperidin-4-yl)acetic acid NC1=CC(=C(C=C1)N1CCC(CC1)(NC(=O)OC(C)(C)C)CC(=O)O)F